CC1=CC=C(C=C1)S(=O)(=O)O.C(C)(C)(C)OC(=O)NCCC(CC)C 5-((tert-butoxycarbonyl)amino)-3-methylpentane 4-methylbenzenesulfonate